COC1=CC=C(C=C1)C1=CC2=C(N=C3N(C2=O)CCCC3)N1C 2-(4-methoxyphenyl)-1-methyl-6,7,8,9-tetrahydropyrido[1,2-a]pyrrolo[2,3-d]pyrimidin-4(1H)-one